octanoic acid non-2-en-1-yl ester C(C=CCCCCCC)OC(CCCCCCC)=O